[Cl-].C(C)C1=CC=C(C=C1)[C@H](C)[NH3+] (1S)-1-(4-Ethylphenyl)ethan-1-aminium chloride